FC1=CC=C(N=N1)C=1C=CC(=C2C=NNC12)C=1C=NN(C1)C1OCCCC1 7-(6-fluoropyridazin-3-yl)-4-[1-(oxan-2-yl)pyrazol-4-yl]-1H-indazole